sodium N-(4-chloro-2-nitrophenyl)sulfonamide ClC1=CC(=C(C=C1)NS(=O)=O)[N+](=O)[O-].[Na]